BrC=1C=2N(C(=NC1C)N1CCC3(CC1)[C@@H](C=1C(=NC=CC1)C3)NSC(C)(C)C)C=CN2 (S)-N-((S)-1'-(8-Bromo-7-methylimidazo[1,2-c]pyrimidin-5-yl)-5,7-dihydrospiro[cyclopenta[b]pyridine-6,4'-piperidin]-5-yl)-2-methylpropane-2-sulfenamide